N,N'-hexyl-p-phenylenediamine C(CCCCC)NC1=CC=C(C=C1)N